[C@H]12CN(C[C@H](CC1)N2)C2=NC(=NC1=C(C(=C(C=C21)F)C2=CC=C(C1=CC=CC=C21)O)F)OC[C@]21CCCN1C[C@@H](C2)F 4-(4-((1R,5S)-3,8-diazabicyclo[3.2.1]octan-3-yl)-6,8-difluoro-2-(((2R,7aS)-2-fluorotetrahydro-1H-pyrrolizin-7a(5H)-yl)methoxy)quinazolin-7-yl)naphthalen-1-ol